(2-hydroxyphenyl)(phenyl)methanone tert-Butyl-4-((3-((2,4-dichlorophenoxy)methyl)-1H-pyrazol-1-yl)methyl)piperidine-1-carboxylate C(C)(C)(C)OC(=O)N1CCC(CC1)CN1N=C(C=C1)COC1=C(C=C(C=C1)Cl)Cl.OC1=C(C=CC=C1)C(=O)C1=CC=CC=C1